BrC1=CC=CC=2OC3=CC=CC=C3C3(C12)CC(C1=CC=CC=C13)(C)C bromo-3,3-dimethyl-2,3-dihydrospiro-[indene-1,9'-xanthene]